5',6'-epoxyeicosatrienoic acid CCCCCCCCCCCCC/C=C\1/C(=C/C=C/C(=O)O)/O1